FC=1C(=CC=2C3=C(NC(C2C1)=O)COC[C@H]3N(C(=O)C=3C=C1C=CC=C(N1C3)C(F)F)C)F (S)-N-(8,9-difluoro-6-oxo-1,4,5,6-tetrahydro-2H-pyrano[3,4-c]isoquinolin-1-yl)-5-(difluoromethyl)-N-methyl-indolizine-2-carboxamide